C(CC)(=O)OC1=C(C=CC=C1)O [hydroxyphenyl] propionate